C(C)(C)(C)OOC(C)C#CC(C)OOC(C)(C)C 2,5-di(t-butyl-peroxy)-3-hexyne